para-anisyl-propanal C(C1=CC=C(C=C1)OC)C(C=O)C